tert-butyl (2-(1,3,3-trimethyl-2-oxo-2,3-dihydro-1H-pyrrolo[3,2-b]pyridin-6-yl) ethyl)carbamate CN1C(C(C2=NC=C(C=C21)CCNC(OC(C)(C)C)=O)(C)C)=O